CC1=CC=C(C=C1)S(=O)(=O)N1CC=C(CC1)C=1C=C(C=NC1)O 5-(1-((4-methylphenyl)sulfonyl)-1,2,5,6-tetrahydropyridin-4-yl)-3-hydroxy-pyridine